1,1'-[(1R,2S,3R,4S)-3,4-dimethylcyclobutane-1,2-diyl]dibenzene C[C@H]1[C@@H]([C@@H]([C@H]1C)C1=CC=CC=C1)C1=CC=CC=C1